piperidine-2,6-dione dihydrochloride Cl.Cl.N1C(CCCC1=O)=O